6-(2-Chloropyrimidin-4-yl)-3,4-dihydroisoquinolin-1(2H)-one ClC1=NC=CC(=N1)C=1C=C2CCNC(C2=CC1)=O